OC1=CC=NC2=CN=C(C=C12)NC(OC(C)(C)C)=O tert-butyl N-(4-hydroxy-1,7-naphthyridin-6-yl)carbamate